C(C=C)(=O)N1CC(C1)(OC)CN1C2=C(N(C=C1)C=1C(=NC=CC1C)C(C)C)N=C(C(=C2)Cl)C2=C(C=CC=C2O)F 1-((1-acryloyl-3-methoxyazetidin-3-yl)methyl)-7-chloro-6-(2-fluoro-6-hydroxyphenyl)-4-(2-isopropyl-4-methylpyridin-3-yl)-1,4-dihydropyrido[2,3-b]pyrazine